N-(2-methylbiphenyl-3-yl)-3-vinyl-1,7-naphthyridin-8-amine CC1=C(C=CC=C1NC=1N=CC=C2C=C(C=NC12)C=C)C1=CC=CC=C1